(S)-N-((5,6-dihydro-4H-thieno[2,3-c]pyrrol-2-yl)methyl)-3-(((R)-1-(4-fluorophenyl)-2,2-dimethylpropyl)amino)-4-oxo-4,6,7,8-tetrahydropyrrolo[1,2-a]pyrazine-6-carboxamide S1C(=CC2=C1CNC2)CNC(=O)[C@@H]2CCC=1N2C(C(=NC1)N[C@H](C(C)(C)C)C1=CC=C(C=C1)F)=O